C(C1=CC=CC=C1)N1CC(OCC1)C(CC)NS(=O)(=O)C N-[1-(4-benzylmorpholin-2-yl)propyl]methanesulfonamide